3-(3-bromo-5-fluoro-4-methoxyphenyl)oxetan-3-ol BrC=1C=C(C=C(C1OC)F)C1(COC1)O